2,3,4,6-tetra-O-methyl-1,5-di-O-acetyl-glucitol CO[C@@H](COC(C)=O)[C@@H](OC)[C@H](OC)[C@H](OC(C)=O)COC